sodium-calcium-magnesium [Mg].[Ca].[Na]